C(\C=C\C(=O)[O-])(=O)OCCCC butyl 1-fumarate